5-(1-fluoro-3-hydroxy-7-{(3-methylbutyl)[(pyridin-2-yl)methyl]amino}-5,6,7,8-tetrahydronaphthalen-2-yl)-1λ6,2,5-thiadiazolidine-1,1,3-trione FC1=C(C(=CC=2CCC(CC12)N(CC1=NC=CC=C1)CCC(C)C)O)N1CC(NS1(=O)=O)=O